(Z)-8-tetradecenal C(CCCCCC\C=C/CCCCC)=O